BrC=1C(=CC=C2C(=CNC12)S(=O)(=O)NC1=NC(=C(C(=N1)OC)CC(F)F)OC)Cl 7-bromo-6-chloro-N-[5-(2,2-difluoroethyl)-4,6-dimethoxy-pyrimidin-2-yl]-1H-indole-3-sulfonamide